(S)-1-(4-(6-bromo-1H-benzo[d]imidazol-2-yl)-6,7-dihydro-1H-imidazo[4,5-c]pyridin-5(4H)-yl)-3-cyclopropylpropan-1-one BrC=1C=CC2=C(NC(=N2)[C@H]2N(CCC3=C2N=CN3)C(CCC3CC3)=O)C1